C(N)(=N)N1CCN(CC1)C1=C(C=C(C=C1)NC(C1=CC=C(C=C1)C=1CCN(CC1)C(N)=N)=O)C(F)(F)F N-[4-(4-carbamimidoyl-piperazin-1-yl)-3-trifluoromethyl-phenyl]-4-(1-carbamimidoyl-1,2,3,6-tetrahydro-pyridin-4-yl)-benzamide